(2R,3aS,6S,6aR)-6-[(2-amino-3-chloro-5-fluoroquinolin-7-yl)methyl]-2-(4-amino-7H-pyrrolo[2,3-d]pyrimidin-7-yl)hexahydro-3aH-cyclopenta[b]furan-3,3a-diol NC1=NC2=CC(=CC(=C2C=C1Cl)F)C[C@@H]1CC[C@]2([C@@H]1O[C@H](C2O)N2C=CC1=C2N=CN=C1N)O